BrC1=CC(=NC=C1)OCCOCCOCCOCCOCCOCCOCC(=O)OC(C)(C)C tert-butyl 20-[(4-bromopyridin-2-yl)oxy]-3,6,9,12,15,18-hexaoxaicosanoate